1-(2-chlorothiazol-5-yl)-4,4-dimethyl-2-(1H-1,2,4-triazol-1-yl)pentane-3-ol ClC=1SC(=CN1)CC(C(C(C)(C)C)O)N1N=CN=C1